Di-tert-butyl-[6-methoxy-3-methyl-2-(2,4,6-triisopropylphenyl)-phenyl]phosphane palladium mesylate S(C)(=O)(=O)[O-].[Pd+2].C(C)(C)(C)P(C1=C(C(=CC=C1OC)C)C1=C(C=C(C=C1C(C)C)C(C)C)C(C)C)C(C)(C)C.S(C)(=O)(=O)[O-]